3,5,7,9,11,13-hexamethyl-10-(2,4,7-trioxa-1-azaoctan-1-ylidene)-1-oxacyclotetradecane-2-one CC1C(OCC(CC(C(C(CC(CC(C1)C)C)C)=NOCOCCOC)C)C)=O